FC=1C=C2CCCNC2=C(C1)C=O 6-fluoro-1,2,3,4-tetrahydroquinoline-8-carbaldehyde